C1(CC1)C1=NOC(=N1)C12CCC(CC1)(CC2)CN(C(=O)C2CCCCC2)C2=CC(=CC=C2)C2=CN=C(O2)C2CCOCC2 N-((4-(3-cyclopropyl-1,2,4-oxadiazol-5-yl)bicyclo[2.2.2]octan-1-yl)methyl)-N-(3-(2-(tetrahydro-2H-pyran-4-yl)oxazol-5-yl)phenyl)cyclohexanecarboxamide